COC=1C(=C2C(=NC=NC2=CC1)N)N1CCC2N(CCCC21)C 6-methoxy-5-(4-methyl-octahydro-1H-pyrrolo[3,2-b]pyridin-1-yl)quinazolin-4-amine